6,7-dimethoxy-2-methyl-N-[1-{5-[(1E)-3-phenylprop-1-en-1-yl]thiophen-2-yl}ethyl]quinazolin-4-amine COC=1C=C2C(=NC(=NC2=CC1OC)C)NC(C)C=1SC(=CC1)\C=C\CC1=CC=CC=C1